(2S)-2-[(2R)-2-(isopropylamino)-4-phenylbutanamido]propanoic acid C(C)(C)N[C@@H](C(=O)N[C@H](C(=O)O)C)CCC1=CC=CC=C1